2-methoxy-5-(4-(4-(4-oxopent-2-enoyl)piperazin-1-yl)-8-(trifluoromethyl)quinazolin-6-ylpyridin-3-yl)benzenesulfonamide COC1=C(C=C(C=C1)C=1C(=NC=CC1)C=1C=C2C(=NC=NC2=C(C1)C(F)(F)F)N1CCN(CC1)C(C=CC(C)=O)=O)S(=O)(=O)N